(R)-2-chloromethyl-1-methylpyrrole ClCC=1N(C=CC1)C